5-chloro-N-(8-methoxy-2-methylimidazo[1,2-a]pyridin-6-yl)pyrazine-2-carboxamide ClC=1N=CC(=NC1)C(=O)NC=1C=C(C=2N(C1)C=C(N2)C)OC